C1=CC=C2C(=C1)C(=O)C3=C(C2=O)C(=C(C(=C3N)O)S(=O)(=O)[O-])O.[Na+] The molecule is an organic sodium salt that is the monosodium salt of 4-amino-1,3-dihydroxy-9,10-dioxo-9,10-dihydroanthracene-2-sulfonic acid. It forms bright red lakes with calcium and is a useful red nuclear staining lake with aluminum. It has a role as a histological dye and a fluorochrome. It contains a nuclear fast red(1-).